3,5-Dibromo-N-(6-(3,3-dimethylbutyl)-6-azaspiro[2.5]octan-1-yl)benzamide BrC=1C=C(C(=O)NC2CC23CCN(CC3)CCC(C)(C)C)C=C(C1)Br